P(=O)(OCC(F)(F)F)(OCC(F)(F)F)O[Si](C)(C)C bis(2,2,2-trifluoroethyl) trimethylsilyl phosphate